carbon nickel-chromium-iron [Fe].[Cr].[Ni].[C]